(2-((9,9-dimethyl-9H-fluoren-2-yl)(9,9-dimethyl-9H-fluoren-3-yl)amino)phenyl)phosphonic acid CC1(C2=CC=CC=C2C=2C=CC(=CC12)N(C1=C(C=CC=C1)P(O)(O)=O)C=1C=CC=2C(C3=CC=CC=C3C2C1)(C)C)C